(4-Fluorophenyl)(1-oxa-6-azaspiro[2.5]octan-6-yl)methanone FC1=CC=C(C=C1)C(=O)N1CCC2(CO2)CC1